3-bromo-2-fluoro-9-phenyl-9H-carbazole BrC=1C(=CC=2N(C3=CC=CC=C3C2C1)C1=CC=CC=C1)F